5-amino-8-[2-chloro-6-(hydroxymethyl)-4-pyridinyl]-7-(4-fluorophenyl)-2-[[(2R)-tetrahydrofuran-2-yl]methyl]-[1,2,4]triazolo[4,3-c]pyrimidin-3-one NC1=NC(=C(C=2N1C(N(N2)C[C@@H]2OCCC2)=O)C2=CC(=NC(=C2)CO)Cl)C2=CC=C(C=C2)F